(S)-N-(1-cyclobutyl-3-(3,3-difluorocyclobutyl)-4-methyl-1H-pyrazol-5-yl)-2,2-difluorocyclopropane-1-carboxamide C1(CCC1)N1N=C(C(=C1NC(=O)[C@H]1C(C1)(F)F)C)C1CC(C1)(F)F